tert-Butyl 8-((4-carbamoylbenzyl)amino)-3-chloro-6,7-dihydrospiro[cyclopenta[d]pyrazolo[1,5-a]pyrimidine-5,4'-Piperidine]-1'-carboxylate C(N)(=O)C1=CC=C(CNC2=C3C(=NC=4N2N=CC4Cl)C4(CCN(CC4)C(=O)OC(C)(C)C)CC3)C=C1